3-(3-bromophenyl)-4-nitrobutanoic acid ethyl ester C(C)OC(CC(C[N+](=O)[O-])C1=CC(=CC=C1)Br)=O